FC(C=1N=CN(C1)C)F 4-(difluoromethyl)-1-methyl-1H-imidazole